trans-4-[(but-3-en-1-yl)amino]cyclohexane-1-carbonitrile C(CC=C)N[C@@H]1CC[C@H](CC1)C#N